cyclohexylnonane C1(CCCCC1)CCCCCCCCC